(R)-N-(5-((6-(3-(4-fluoro-3-(trifluoromethyl)phenyl)isoxazolidin-2-yl)pyrimidin-4-yl)amino)-4-methoxy-2-(4-methyl-1,4-diazepan-1-yl)phenyl)acrylamide FC1=C(C=C(C=C1)[C@@H]1N(OCC1)C1=CC(=NC=N1)NC=1C(=CC(=C(C1)NC(C=C)=O)N1CCN(CCC1)C)OC)C(F)(F)F